N-(2-ethylhexyl)-2-(4-ethoxyphenyl)-3,5,7-triethoxyquinolin-4-one C(C)C(CN1C(=C(C(C2=C(C=C(C=C12)OCC)OCC)=O)OCC)C1=CC=C(C=C1)OCC)CCCC